OC1=C(C(=O)C2=CC=C(C=C2)OCCC)C=CC(=C1)O 2,4-dihydroxy-4'-n-propoxybenzophenone